C1(=CC=CC2=CC=CC=C12)C(=O)[O-].[Sn+4].C1(=CC=CC2=CC=CC=C12)C(=O)[O-].C1(=CC=CC2=CC=CC=C12)C(=O)[O-].C1(=CC=CC2=CC=CC=C12)C(=O)[O-] TIN NAPHTHATE